C(C1=CC=CC=C1)OC(=O)N1CC2C(C(C1)C(=O)O)CN(C2)C(=O)OC(C)(C)C 5-((benzyloxy)carbonyl)-2-(tert-butoxycarbonyl)octahydro-1H-pyrrolo[3,4-c]pyridine-7-carboxylic acid